C(C)OC1=CC(=NN1C1=C(C=C(C#N)C=C1)F)C 4-(5-ethoxy-3-methyl-1H-pyrazol-1-yl)-3-fluorobenzonitrile